isocyanato-2-(3-isocyanatopropyl)cyclohexane N(=C=O)C1C(CCCC1)CCCN=C=O